C(C)O[Si](CCCC(C1=NNC(=N1)O)C1=NNC(=N1)O)(OCC)OCC 1-[3-(Triethoxysilyl)propyl]-3,3'-methylenebis(5-hydroxy-1,2,4-triazole)